1,1,1-Trifluoro-2-methylpropan-2-yl (2R,5S)-4-(5-(2-fluorophenyl)-7-(1-methyl-1H-pyrazol-4-yl)-7H-pyrrolo[2,3-d]pyrimidin-4-yl)-2,5-dimethylpiperazine-1-carboxylate FC1=C(C=CC=C1)C1=CN(C=2N=CN=C(C21)N2C[C@H](N(C[C@@H]2C)C(=O)OC(C(F)(F)F)(C)C)C)C=2C=NN(C2)C